5-chloro-2-(difluoromethoxy)-N-methylpyridine-3-carbothioamide ClC=1C=C(C(=NC1)OC(F)F)C(NC)=S